(10e,12e)-9-keto-10,12-octadecadienoic acid O=C(CCCCCCCC(=O)O)\C=C\C=C\CCCCC